1-oxopropan-2-ylcarbamic acid tert-butyl ester C(C)(C)(C)OC(NC(C=O)C)=O